1H-pyridazin N1NC=CC=C1